tert-butyl (R)-6-(1-((tert-butoxycarbonyl)amino)ethyl)-1H-pyrrolo[2,3-b]pyridine-1-carboxylate C(C)(C)(C)OC(=O)N[C@H](C)C1=CC=C2C(=N1)N(C=C2)C(=O)OC(C)(C)C